1-(4-fluorophenyl)-1-propanone FC1=CC=C(C=C1)C(CC)=O